(2S)-2-amino-3-(2,3-dihydroxypropanamido)propanoic acid N[C@H](C(=O)O)CNC(C(CO)O)=O